6-(4-chloro-2-fluorobenzyl)picolinic acid methyl ester COC(C1=NC(=CC=C1)CC1=C(C=C(C=C1)Cl)F)=O